P(O)(=O)(OP(=O)(O)O)OC[C@@H]1[C@H]([C@H]([C@@H](O1)N1C=NC=2C(N)=NC=NC12)O)O monoadenosine-diphosphate